1-(5-(1-((2s,6r)-2,6-dimethylmorpholinyl)-3-methylimidazo[1,5-a]quinoxalin-8-yl)pyridin-2-yl)piperidin-4-amine C[C@H]1CN(C[C@H](O1)C)C1=NC(=C2N1C1=CC(=CC=C1N=C2)C=2C=CC(=NC2)N2CCC(CC2)N)C